N-(5-chloro-6-(1,3-dihydro-2H-1,2,3-triazol-2-yl)pyridin-3-yl)-6-methyl-5-(1-oxo-1,2-dihydroisoquinolin-5-yl)pyrazine-2-carboxamide ClC=1C=C(C=NC1N1NC=CN1)NC(=O)C1=NC(=C(N=C1)C1=C2C=CNC(C2=CC=C1)=O)C